C(C)(C)(C)OC(=O)N1[C@@H](CNCCC1)CC (R)-2-Ethyl-1,4-diazepan-1-carboxylic acid tert-butyl ester